O-[hydroxy({hydroxy[2-(trimethylammonio)ethoxy]phosphoryl}oxy)phosphoryl]cytidine OP(=O)(OP(=O)(OCC[N+](C)(C)C)O)O[C@H]1[C@@H](O[C@@H]([C@H]1O)CO)N1C(=O)N=C(N)C=C1